FC=1C=C2C=3C(=NNC(C3C1)=O)C(C(N2)C2=CC=C(C=C2)F)N2C(NC(C2=O)(C2=CC=CC=C2)C)=O 5-fluoro-8-(4-fluorophenyl)-9-(5-methyl-5-phenyl-2,4-imidazolindione-3-yl)-8,9-dihydro-2H-pyrido[4,3,2-de]phthalazin-3(7H)-one